1-({3,4-difluoro-2-[(2-fluoro-4-iodophenyl)amino]phenyl}carbonyl)-3-[(4-methyl-1,4-diazepan-1-yl)methyl]azetidin-3-ol FC=1C(=C(C=CC1F)C(=O)N1CC(C1)(O)CN1CCN(CCC1)C)NC1=C(C=C(C=C1)I)F